N-(5-cyanopyridin-3-yl)-1-(isoquinolin-4-yl)-5-(trifluoromethyl)-1H-pyrazole-4-carboxamide C(#N)C=1C=C(C=NC1)NC(=O)C=1C=NN(C1C(F)(F)F)C1=CN=CC2=CC=CC=C12